2-chloro-4-((2-chloro-5-Fluorobenzofuran-7-yl)oxy)benzoyl chloride ClC1=C(C(=O)Cl)C=CC(=C1)OC1=CC(=CC=2C=C(OC21)Cl)F